C(C)(C)(C)OC(=O)N1[C@H](CC[C@@H](C1)C)C1=CC(=CC=C1)N1CCN(CC1)C.CN1CCN(CC1)C1=CC(=CC=C1)[C@@H]1NC[C@H](CC1)C 1-methyl-4-(3-((2R,5S)-5-methylpiperidin-2-yl)phenyl)piperazine tert-Butyl-(2R,5S)-5-methyl-2-[3-(4-methylpiperazin-1-yl)phenyl]piperidine-1-carboxylate